2-(7-isopropoxyimidazo[1,2-a]pyridin-3-yl)pyrimidin-4-amine C(C)(C)OC1=CC=2N(C=C1)C(=CN2)C2=NC=CC(=N2)N